FC(C(CO)O)(F)F 3,3,3-trifluoro-1,2-propanediol